NC1(CC1)C(=O)NCCN1C(C=CC1=O)=O amino-N-[2-(2,5-dioxo-2,5-dihydro-1H-pyrrol-1-yl)ethyl]cyclopropanecarboxamide